ClC=1C=CC(=NC1)OCC1N(C2CC(C1)C2)C(=O)C2=C(C=CC(=C2)C)C2=NC=CC=N2 3-{[(5-Chloropyridin-2-yl)oxy]methyl}-2-{[5-methyl-2-(pyrimidin-2-yl)phenyl]carbonyl}-2-azabicyclo[3.1.1]heptan